FC(C(=O)[O-])(F)F.C(C)(C)(C)OC(=O)NCCNC(CC[N+](CCNC(COCCOCCOCC#C)=O)(C)CCC(NCCNC(=O)OC(C)(C)C)=O)=O N,N-bis(3-((2-((tert-butoxycarbonyl)amino)ethyl)amino)-3-oxopropyl)-N-methyl-4-oxo-6,9,12-trioxa-3-azapentadec-14-yn-1-aminium trifluoroacetate